(2-Amino-4-bromo-3-fluorophenyl)methanol NC1=C(C=CC(=C1F)Br)CO